[Na].N1C=CC=C2C=CC=3C(=C12)C=CN3 pyrroloquinoline sodium salt